C(N)(O[C@H](C(NCC1=CC=C(C=C1)C1=CC=C(C=C1)OC(F)(F)F)=O)CCCC)=O (S)-(1-oxo-1-(((4'-(trifluoromethoxy)-[1,1'-biphenyl]-4-yl) methyl) amino) hex-2-yl) carbamate